(Z)-5-(1,2-bis(4,4,5,5-tetramethyl-1,3,2-dioxaborolan-2-yl)but-1-en-1-yl)-1-(tetrahydro-2H-pyran-2-yl)-1H-indazole CC1(OB(OC1(C)C)/C(=C(/CC)\B1OC(C(O1)(C)C)(C)C)/C=1C=C2C=NN(C2=CC1)C1OCCCC1)C